(1S,3S,4S)-N-((R)-1-cyano-2-((S)-2-oxopyrrolidin-3-yl)ethyl)-2-((S)-3-cyclopropyl-2-((5-methylpyridin-3-yl)amino)propanoyl)-5,5-difluoro-2-azabicyclo[2.2.2]octane-3-carboxamide C(#N)[C@@H](C[C@H]1C(NCC1)=O)NC(=O)[C@H]1N([C@@H]2CC([C@H]1CC2)(F)F)C([C@H](CC2CC2)NC=2C=NC=C(C2)C)=O